di(t-butyl-peroxy)hexane C(C)(C)(C)OOC(CCCCC)OOC(C)(C)C